2,2',2''-(10-(4-((4-((S)-16-amino-15-oxo-2,5,8,11-tetraoxa-14-azanonadecan-19-amido)cyclohexyl)amino)-1-carboxy-4-oxobutyl)-1,4,7,10-tetraazacyclododecane-1,4,7-triyl)triacetic acid N[C@H](C(NCCOCCOCCOCCOC)=O)CCC(=O)NC1CCC(CC1)NC(CCC(C(=O)O)N1CCN(CCN(CCN(CC1)CC(=O)O)CC(=O)O)CC(=O)O)=O